1-(4-(6-chloro-8-fluoro-7-(6-fluoro-1H-indazol-7-yl)quinazolin-4-yl)piperazin-1-yl)prop-2-en-1-one ClC=1C=C2C(=NC=NC2=C(C1C=1C(=CC=C2C=NNC12)F)F)N1CCN(CC1)C(C=C)=O